2-hexyl-1-decyl caprylate C(CCCCCCC)(=O)OCC(CCCCCCCC)CCCCCC